ClC1=CC=C(C=C1)NS(=O)(=O)C N-(4-chlorophenyl)methanesulfonamide